BrC1=C(SC(=C1)C(=O)OC)CCNNC(=O)OC(C)(C)C tert-Butyl 2-(2-(3-bromo-5-(methoxycarbonyl)thiophen-2-yl)ethyl)hydrazinecarboxylate